(4-(4-ethoxy-6-((4-methoxybenzyl)oxy)pyridin-3-yl)-2-fluorophenyl)acetic acid C(C)OC1=C(C=NC(=C1)OCC1=CC=C(C=C1)OC)C1=CC(=C(C=C1)CC(=O)O)F